4-((2S,5R)-5-ethyl-2-methyl-4-(1-(4-((1-methylcyclopropyl)methoxy)phenyl)propyl)piperazin-1-yl)-1-methyl-2-oxo-1,2-dihydropyrido[3,2-d]pyrimidine-6-carbonitrile C(C)[C@H]1N(C[C@@H](N(C1)C=1C2=C(N(C(N1)=O)C)C=CC(=N2)C#N)C)C(CC)C2=CC=C(C=C2)OCC2(CC2)C